C(C)N1N=C(C=C1C=1N=CC2=C(NC3=C(C=C(C=C23)C(=O)N)OCCCOC)N1)C 2-(1-ethyl-3-methyl-1H-pyrazol-5-yl)-8-(3-methoxypropoxy)-9H-pyrimido[4,5-b]indole-6-carboxamide